ClC1=C(C=2NC(N=C(C2C=N1)C1C[C@H]2CC[C@@H](C1)N2C(=O)OCC2=CC=CC=C2)=O)F benzyl (1R,5S)-3-(7-chloro-8-fluoro-2-oxo-1,2-dihydropyrido[4,3-d]pyrimidin-4-yl)-8-azabicyclo[3.2.1]octane-8-carboxylate